tert-butyl N-[2-[4-[6-(di-methylamino)pyridin-3-yl]phenyl]-1,3-benzothiazol-6-yl]-N-[2-(2-iodoethoxy)ethyl]-carbamate CN(C1=CC=C(C=N1)C1=CC=C(C=C1)C=1SC2=C(N1)C=CC(=C2)N(C(OC(C)(C)C)=O)CCOCCI)C